4-(5-((4-Methoxyphenoxy)methyl)-2-(trifluoromethyl)oxazolidin-3-yl)-2-(trifluoromethyl)benzonitril COC1=CC=C(OCC2CN(C(O2)C(F)(F)F)C2=CC(=C(C#N)C=C2)C(F)(F)F)C=C1